tert-Butyl ((1S,3S)-3-((5-methoxy-2-oxo-2H-[1,3'-bipyridin]-6'-yl)amino)cyclopentyl)carbamate COC=1C=CC(N(C1)C=1C=NC(=CC1)N[C@@H]1C[C@H](CC1)NC(OC(C)(C)C)=O)=O